NC=1C=NC2=CC=C(C(=C2C1C(C)(C)O)F)Cl 2-(3-amino-6-chloro-5-fluoroquinolin-4-yl)propan-2-ol